CC1(OCCC1C=1C=C(C(=C(C1)[C@H](C(=O)O)N1C[C@@H](CC1)N(CCCCCC1=NC=2NCCCC2C=C1)C)OC)F)C (2R)-2-(5-(2,2-dimethyltetrahydrofuran-3-yl)-3-fluoro-2-methoxyphenyl)-2-((R)-3-(methyl(5-(5,6,7,8-tetrahydro-1,8-naphthyridin-2-yl)pentyl)amino)pyrrolidin-1-yl)acetic acid